C(CCC)N1C(N(C(C(C1=O)=C(N)N)=O)CC1CCC(CC1)C1=NN=C(N1COCC[Si](C)(C)C)C)=O 1-butyl-5-(diaminomethylene)-3-((4-(5-methyl-4-((2-(trimethylsilyl)ethoxy)methyl)-4H-1,2,4-triazol-3-yl)cyclohexyl)methyl)pyrimidine-2,4,6(1H,3H,5H)-trione